4-(quinolin-2-yl)-1,3,4-oxadiazole N1=C(C=CC2=CC=CC=C12)N1N=COC1